1-(2-amino-5-bromo-3-methylphenyl)-2,2,2-trichloroethan-1-one NC1=C(C=C(C=C1C)Br)C(C(Cl)(Cl)Cl)=O